BrC1=C(NC=C1)C1=CC=C(C(=C1C(=O)NC(C)(C)C)Cl)OC 6-(3-bromo-1H-pyrrol-2-yl)-N-(tert-butyl)-2-chloro-3-methoxybenzamide